methyl 4-(((2S)-2-((tert-butoxycarbonyl)amino)-1-cyano-3-(1H-indol-3-yl)propyl)amino)-4'-(tert-butyl)-[1,1'-biphenyl]-3-carboxylate C(C)(C)(C)OC(=O)N[C@H](C(C#N)NC1=C(C=C(C=C1)C1=CC=C(C=C1)C(C)(C)C)C(=O)OC)CC1=CNC2=CC=CC=C12